C(C)(C)(C)N(C(O)=O)C=1C=NC(=NC1)CS(N)(=O)=O.FC(C=1N=CC(=NC1)N1CCC(CC1)C(=O)N)(F)F 1-[5-(trifluoromethyl)pyrazin-2-yl]piperidine-4-carboxamide tert-Butyl-(2-(sulfamoylmethyl)pyrimidin-5-yl)carbamate